N1C(=NC2=C1C=CC=C2)CC#N 2-(1H-1,3-Benzodiazol-2-yl)acetonitrile